ClC1=CC=C(C=C1)N1N=C(N=C1)C(=O)N(C)C1=CC=C(C=C1)F 1-(4-chlorophenyl)-N-(4-fluorophenyl)-N-methyl-1H-1,2,4-triazole-3-carboxamide